2-(((4-(benzyloxy)-cyclohexyl)oxy)methyl)-3-(4-methyl-1-((2-(trimethylsilyl)ethoxy)methyl)-1H-pyrazol-3-yl)pyridine C(C1=CC=CC=C1)OC1CCC(CC1)OCC1=NC=CC=C1C1=NN(C=C1C)COCC[Si](C)(C)C